BrC=1N=CC(=NC1)C[C@H](C(=O)O)[C@@H]1CN(CC1)C(=O)OC(C)(C)C (2S)-3-(5-bromopyrazin-2-yl)-2-[(3R)-1-tert-butoxycarbonylpyrrolidin-3-yl]propionic acid